N-acryloyloxyethyl-N,N-dimethylammonium C(C=C)(=O)OCC[NH+](C)C